7-amino-2-[2-(2-aminopyridin-4-yl)prop-2-en-1-yl]-4-[3-(thiophen-2-yl)-1H-indazol-5-yl]-2,3-dihydro-1H-isoindol-1-one NC=1C=CC(=C2CN(C(C12)=O)CC(=C)C1=CC(=NC=C1)N)C=1C=C2C(=NNC2=CC1)C=1SC=CC1